NC=1C=C2C(NC(C2=CC1)=O)C1=C(NC2=CC=CC=C12)CN(C)C 5-amino-3-{2-[(dimethylamino)methyl]-1H-indol-3-yl}-2,3-dihydro-1H-isoindol-1-one